N-(5-(5-amino-4-cyano-1-((2,2-difluorocyclopropyl)methyl)-1H-pyrazol-3-yl)-2,3-dihydro-1H-inden-1-yl)-5-fluoro-2-(methoxy-d3)benzamide NC1=C(C(=NN1CC1C(C1)(F)F)C=1C=C2CCC(C2=CC1)NC(C1=C(C=CC(=C1)F)OC([2H])([2H])[2H])=O)C#N